NC=1C=2N(C(=CN1)Cl)C(=NC2C2=C(C=C(C=C2)NC(C(O)C2=CC(=CC(=C2)C(F)(F)F)F)=O)F)C([2H])([2H])[2H] N-[4-[8-amino-5-chloro-3-(trideuteriomethyl)imidazo[1,5-a]pyrazin-1-yl]-3-fluoro-phenyl]-2-[3-fluoro-5-(trifluoromethyl)phenyl]-2-hydroxy-acetamide